6-(2-((4-Methyl-2-(trifluoromethyl)pyrimidin-5-yl)sulfonyl)-2-azaspiro[3.3]heptan-6-yl)-2-oxa-6-azaspiro[3.3]heptane CC1=NC(=NC=C1S(=O)(=O)N1CC2(C1)CC(C2)N2CC1(COC1)C2)C(F)(F)F